4-fluoro-1-(3-oxo-3,4-dihydro-2H-1,4-benzoxazine-6-carbonyl)-N-{phenyl-[4-(propan-2-yl)phenyl]methyl}pyrrolidine-2-carboxamide FC1CC(N(C1)C(=O)C=1C=CC2=C(NC(CO2)=O)C1)C(=O)NC(C1=CC=C(C=C1)C(C)C)C1=CC=CC=C1